6-acetyl-8-cyclopentyl-2-((5-(4-(((1r,4r)-4-(hydroxymethyl)cyclohexyl)methyl)piperazin-1-yl)pyridin-2-yl)amino)-5-methylpyrido[2,3-d]pyrimidin-7(8H)-one C(C)(=O)C1=C(C2=C(N=C(N=C2)NC2=NC=C(C=C2)N2CCN(CC2)CC2CCC(CC2)CO)N(C1=O)C1CCCC1)C